tribromohydantoin BrC1C(N(C(N1Br)=O)Br)=O